3-((4-((6,7-dimethoxyquinolin-4-yl)oxy)-3-fluorophenyl)amino)-N-(2-methoxyphenyl)-1-methyl-1H-pyrazole-4-carboxamide COC=1C=C2C(=CC=NC2=CC1OC)OC1=C(C=C(C=C1)NC1=NN(C=C1C(=O)NC1=C(C=CC=C1)OC)C)F